C(C)(C)OC1CN(C1)C(=O)O[C@@H]1CC[C@H](CC1)C(N(C[C@@H]1CC[C@H](CC1)C1=NC(=C(C=C1)OC)C)C1=NC=CC(=C1)C=1N=C(OC1)C(C)C)=O trans-4-((4-(2-Iso-propyloxazol-4-yl)-pyridin-2-yl)((trans-4-(5-methoxy-6-methyl-pyridin-2-yl)cyclohexyl)methyl)carbamoyl)cyclohexyl 3-isopropoxyazetidine-1-carboxylate